3-(4,6-dimethoxypyrimidin-5-yl)-1-{[2-(trimethylsilyl)ethoxy]methyl}pyrrolo[2,3-b]pyridin-6-amine COC1=NC=NC(=C1C1=CN(C2=NC(=CC=C21)N)COCC[Si](C)(C)C)OC